(S)-N-(5-cyclopropyl-2-(3-hydroxy-3-methylpyrrolidin-1-yl)phenyl)-5-(tetrahydro-2H-pyran-4-yl)furan-2-carboxamide C1(CC1)C=1C=CC(=C(C1)NC(=O)C=1OC(=CC1)C1CCOCC1)N1C[C@@](CC1)(C)O